(5RS)-3-[3-(3-chlorophenoxy)-6-methylpyridazin-4-yl]-5-(2,5-dimethylbenzyl)-5,6-dihydro-4H-1,2,4-oxadiazine ClC=1C=C(OC=2N=NC(=CC2C2=NOC[C@H](N2)CC2=C(C=CC(=C2)C)C)C)C=CC1 |r|